FC(C1C(C1)C(=O)NC1=C(C(=O)N)C=CC=C1)(F)F 2-[[2-(trifluoromethyl)cyclopropanecarbonyl]amino]benzamide